2,2-Dimethyl-4,4-dipropylazetidin CC1(NC(C1)(CCC)CCC)C